N1C=CC=2C1=NC=C(C2)OC2=C(C(=O)O)C=CC(=C2)N2CCN(CC2)CC2=C(CC(CC2)(C)C)C21CC(C2)(C1)CC 2-((1H-pyrrolo[2,3-b]pyridin-5-yl)oxy)-4-(4-((2-(3-ethylbicyclo[1.1.1]pentan-1-yl)-4,4-dimethylcyclohex-1-en-1-yl)methyl)piperazin-1-yl)benzoic acid